FC1=C(C=CC(=C1COC=1C=C2C(=NC1)N(N=C2)COCC[Si](C)(C)C)F)NS(=O)(=O)C=2C(=NC=C(C2)F)C N-(2,4-difluoro-3-[[(1-[[2-(trimethylsilyl)ethoxy]methyl]pyrazolo[3,4-b]pyridin-5-yl)oxy]methyl]phenyl)-5-fluoro-2-methylpyridine-3-sulfonamide